C1(CCCC1)C(C)(CC)OC(=O)COC(=O)C1C2C=CC(C1)C2 5-(2-cyclopentyl-2-butoxycarbonylmethyloxycarbonyl)-bicyclo[2.2.1]Hept-2-ene